(fluoro(7-(((3S,6S,10aS)-5-oxo-3-(3-(pyridin-3-yl)pyrrolidine-1-carbonyl)decahydropyrrolo[1,2-a]azocin-6-yl)carbamoyl)naphthalen-2-yl)methyl)phosphonic acid FC(C1=CC2=CC(=CC=C2C=C1)C(N[C@H]1CCCC[C@@H]2N(C1=O)[C@@H](CC2)C(=O)N2CC(CC2)C=2C=NC=CC2)=O)P(O)(O)=O